tert-butyl 2-((1-(2-hydroxy-3,7-dimethyl-4-oxo-4H-pyrido[1,2-a]pyrimidin-9-yl)ethyl)amino)benzoate OC=1N=C2N(C(C1C)=O)C=C(C=C2C(C)NC2=C(C(=O)OC(C)(C)C)C=CC=C2)C